(2-fluorobenzylidene)hydrazine tert-butyl-(1S)-1-[[(R)-tert-butylsulfinyl]amino]spiro[indan-2,4'-piperidine]-1'-carboxylate C(C)(C)(C)OC(=O)N1CCC2(CC1)[C@@H](C1=CC=CC=C1C2)N[S@](=O)C(C)(C)C.FC2=C(C=NN)C=CC=C2